5-(1H-1,2,4-triazol-1-yl)phenol N1(N=CN=C1)C=1C=CC=C(C1)O